Ethyl 3-[2-({5-[6-cyclopropyl-5-(trifluoromethyl)pyridin-3-yl]-7-({[1-(methoxymethyl)cyclopentyl]methyl}(methyl)amino)-1H-imidazo[4,5-b]pyridin-2-yl}carbamoyl)pyridin-4-yl]propanoate C1(CC1)C1=C(C=C(C=N1)C1=CC(=C2C(=N1)N=C(N2)NC(=O)C2=NC=CC(=C2)CCC(=O)OCC)N(C)CC2(CCCC2)COC)C(F)(F)F